tert-butyl (3S,4S)-3-((3-cyano-5-fluoro-6-(7-methoxy-6-(3-methyloxetan-3-yl)imidazo[1,2-b]pyridazin-3-yl)pyridin-2-yl)amino)-4-fluoropiperidine-1-carboxylate C(#N)C=1C(=NC(=C(C1)F)C1=CN=C2N1N=C(C(=C2)OC)C2(COC2)C)N[C@H]2CN(CC[C@@H]2F)C(=O)OC(C)(C)C